ClC1=C(C=C(C=C1C)F)[C@H]1N(CC[C@H]1OC[C@@H](C)NC(OC(C)(C)C)=O)C1=CC=C(C=C1)OC tert-Butyl N-[(1R)-2-[(2R,3R)-2-(2-chloro-5-fluoro-3-methyl-phenyl)-1-(4-methoxyphenyl)pyrrolidin-3-yl]oxy-1-methyl-ethyl]carbamate